1,1,3-TRICHLOROPROPENE ClC(=CCCl)Cl